C(C)(C)(C)[C@]1(C23[C@H](C(OC2OC(C32[C@H](C1)OC(C2)=O)=O)=O)OCC#C)O (7R,9R,11S)-9-tert-butyl-9-hydroxy-7-(prop-2-yn-1-yloxy)-3,5,12-trioxatetracyclo[6.6.0.01,11.04,8]Tetradecane-2,6,13-trione